C(C1=CC=C(C(=O)[O-])C=C1)(=O)[O-].[Li+].[Li+] Di-lithium terephthalate